O1COC2=C1C=CC(=C2)C2=C1C=CC=NC1=C(C=C2)O 5-(benzo[d][1,3]dioxol-5-yl)quinolin-8-ol